C1=CC=CC=2OC=3C=C(C=C4OC=5C=CC=CC5B(C34)C12)[Si](C1=CC=CC=C1)(C1=CC=CC=C1)C1=CC=CC=C1 5,9-dioxa-13b-boranaphtho[3,2,1-de]anthracen-7-yl-triphenylsilane